6-Benzyl-1-((S)-2-methylpiperazin-1-yl)-3-((1-methylpyrrolidin-2-yl)methoxy)-5,6,7,8-tetrahydro-2,6-naphthyridine-4-carbonitrile C(C1=CC=CC=C1)N1CC=2C(=C(N=C(C2CC1)N1[C@H](CNCC1)C)OCC1N(CCC1)C)C#N